COC[C@H](CC(N1CCN(CC1)C1=NC=C(C=N1)C(F)(F)F)=O)N(C(OC(C)(C)C)=O)C Tert-butyl N-[(1S)-1-(methoxymethyl)-3-oxo-3-[4-[5-(trifluoromethyl) pyrimidin-2-yl] piperazin-1-yl] propyl]-N-methylcarbamate